4-cyclohexyl-N-((1S,2S)-2-(6-fluoro-2,3-dimethylphenyl)-1-(5-oxo-4,5-dihydro-1,3,4-oxadiazol-2-yl)propyl)-piperidine-1-sulfonamide C1(CCCCC1)C1CCN(CC1)S(=O)(=O)N[C@@H]([C@@H](C)C1=C(C(=CC=C1F)C)C)C=1OC(NN1)=O